ClC=1C=NC(=C2C(C=C(N(C12)C1=C(C=C(C=C1Cl)OCCO)Cl)C)=O)OC[C@H](C(=O)NC)C (R)-3-((8-chloro-1-(2,6-dichloro-4-(2-hydroxyethoxy)phenyl)-2-methyl-4-oxo-1,4-dihydro-1,6-naphthyridin-5-yl)oxy)-N,2-dimethylpropanamide